tert-butyl 2-(5-bromopyridin-3-yl)-7-((tert-butyldimethylsilyl)oxy)-2,6,6-trimethylheptanoate BrC=1C=C(C=NC1)C(C(=O)OC(C)(C)C)(CCCC(CO[Si](C)(C)C(C)(C)C)(C)C)C